ClC1=C(C=CC(=C1)Cl)C(CN1C=NC=C1)OCC1=CC=C(C(=O)NCCOCCOCCOC2=CC3=C(N=C(S3)C3=CC=C(C=C3)NC)C=C2)C=C1 4-((1-(2,4-dichlorophenyl)-2-(1H-imidazol-1-yl)ethoxy)methyl)-N-(2-(2-(2-((2-(4-(methylamino)phenyl)benzo[d]thiazol-6-yl)oxy)ethoxy)ethoxy)ethyl)benzamide